3-(4-(2-(3-(3-((4-((8-cyclopentyl-7-oxo-7,8-dihydropyrido[2,3-d]pyrimidin-2-yl)amino)-piperidin-1-yl)sulfonyl)phenoxy)azetidin-1-yl)-ethoxy)-1-oxoisoindolin-2-yl)piperidine-2,6-dione C1(CCCC1)N1C(C=CC2=C1N=C(N=C2)NC2CCN(CC2)S(=O)(=O)C=2C=C(OC1CN(C1)CCOC1=C3CN(C(C3=CC=C1)=O)C1C(NC(CC1)=O)=O)C=CC2)=O